COC1=C(C=CC(=C1)C(=O)N1CCC(CC1)N1CCN(CC1)C)NC=1N=CC2=C(N(C3=C(C(N2C)=O)C=CC=C3)C)N1 2-[(2-methoxy-4-[[4-(4-methylpiperazin-1-yl)piperidin-1-yl]carbonyl]phenyl)amino]-5,11-dimethyl-5,11-dihydro-6H-pyrimido[4,5-b][1,4]benzodiazepin-6-one